tert-Butyl 1-isopropyl-1,4-dihydrospiro[indazole-5,4'-piperidine]-1'-carboxylate C(C)(C)N1N=CC=2CC3(CCN(CC3)C(=O)OC(C)(C)C)C=CC12